P(=O)(OCC[N+](C)(C)CC(COC(CCCCCCC\C=C/CCCCCCCC)=O)OC(CCCCCCC\C=C/CCCCCCCC)=O)(OCC)[O-] 2-((2,3-bis(oleoyloxy)propyl)dimethylammonio)ethyl ethyl phosphate